The molecule is a branched amino oligosaccharide that is a dodecasaccharide derivative comprising a linear trisaccharide of beta-D-mannose and two N-acetyl-beta-D-glucosamine residues all linked in sequence (1->4), to the reducing-end N-acetyl-beta-D-glucosamine residue of which is linked (1->6) an alpha-L-fucosyl residue, while to the beta-D-mannose residue are linked two N-acetyl-alpha-neuraminyl-(2->3)-beta-D-galactosyl-(1->4)-N-acetyl-beta-D-glucosaminyl-(1->2)-alpha-D-mannosyl tetrasaccharide units via (1->3) and (1->6) linkages. It is an amino oligosaccharide and a glucosamine oligosaccharide. C[C@H]1[C@H]([C@H]([C@@H]([C@@H](O1)OC[C@@H]2[C@H]([C@@H]([C@H]([C@@H](O2)O)NC(=O)C)O)O[C@H]3[C@@H]([C@H]([C@@H]([C@H](O3)CO)O[C@H]4[C@H]([C@H]([C@@H]([C@H](O4)CO[C@@H]5[C@H]([C@H]([C@@H]([C@H](O5)CO)O)O)O[C@H]6[C@@H]([C@H]([C@@H]([C@H](O6)CO)O[C@H]7[C@@H]([C@H]([C@H]([C@H](O7)CO)O)O[C@@]8(C[C@@H]([C@H]([C@@H](O8)[C@@H]([C@@H](CO)O)O)NC(=O)C)O)C(=O)O)O)O)NC(=O)C)O)O[C@@H]9[C@H]([C@H]([C@@H]([C@H](O9)CO)O)O)O[C@H]1[C@@H]([C@H]([C@@H]([C@H](O1)CO)O[C@H]1[C@@H]([C@H]([C@H]([C@H](O1)CO)O)O[C@@]1(C[C@@H]([C@H]([C@@H](O1)[C@@H]([C@@H](CO)O)O)NC(=O)C)O)C(=O)O)O)O)NC(=O)C)O)O)NC(=O)C)O)O)O